FC1(C(COC1)N1C=NC2=C1C=C(C=C2)C(=O)O)F 1-(4,4-difluorotetrahydrofuran-3-yl)-1H-benzo[d]imidazole-6-carboxylic acid